[3-(4-chloro-3-trifluoromethyl-benzoylamino)-4-fluorophenyl]carbamic acid t-butyl ester C(C)(C)(C)OC(NC1=CC(=C(C=C1)F)NC(C1=CC(=C(C=C1)Cl)C(F)(F)F)=O)=O